CN1C=CN2N=CC(=C21)C(=O)N2CC1(C2)CC(C1)NC(=O)NC1=NC=CC(=C1)C(F)(F)F 1-(2-(1-methyl-1H-imidazo[1,2-b]pyrazole-7-carbonyl)-2-azaspiro[3.3]heptan-6-yl)-3-(4-(trifluoromethyl)pyridin-2-yl)urea